Cyclopropyl (2-((S)-1-(2,3-difluorobenzyl)-5-oxopyrrolidin-2-yl)acetyl)-L-valinate FC1=C(CN2[C@@H](CCC2=O)CC(=O)N[C@@H](C(C)C)C(=O)OC2CC2)C=CC=C1F